O1CCCC2=CC(=CC=C12)C1=CNC=2N=C(N=CC21)NC2=CC(=NC=C2)N2CCN(CC2)C 5-(chroman-6-yl)-N-(2-(4-methylpiperazin-1-yl)pyridin-4-yl)-7H-pyrrolo[2,3-d]pyrimidin-2-amine